BrC=1N=C(C=2N(C1)C=CN2)C2=CC=C(C=C2)C(F)(F)F 6-bromo-8-(4-(trifluoromethyl)phenyl)imidazo[1,2-a]pyrazine